(S)-1'-(6-((2-amino-3-chloropyridin-4-yl)thio)pyrido[2,3-b]pyrazin-2-yl)-4-chloro-1,3-dihydrospiro[inden-2,4'-piperidin]-1-amine NC1=NC=CC(=C1Cl)SC=1C=CC=2C(=NC=C(N2)N2CCC3(CC2)[C@@H](C2=CC=CC(=C2C3)Cl)N)N1